C(C)(C)(C)O[2H] T-butanol-d